2-benzylpyrrolidin C(C1=CC=CC=C1)C1NCCC1